C(C)(C)(C)[C@H]1OC2=C(C(N3C1CNCC3)=O)C(=NC(=C2Cl)C2=C(C=CC=C2)F)N2CC(N(CC2)C)(C)C tert-butyl-(R)-4-chloro-3-(2-fluorophenyl)-12-oxo-1-(3,3,4-trimethylpiperazin-1-yl)-6a,7,9,10-tetrahydro-12H-pyrazino[2,1-c]pyrido[3,4-f][1,4]oxazepine